2-ETHYL-3-HYDROXYPENTANOIC ACID C(C)C(C(=O)O)C(CC)O